(2-(6-(tert-butyl)-1-methyl-1H-benzo[d]imidazol-2-yl)-4-chloropyridin-3-yl)methanol C(C)(C)(C)C=1C=CC2=C(N(C(=N2)C2=NC=CC(=C2CO)Cl)C)C1